3-Isopropyl-2-(1-(1-phenylethyl)-1H-pyrazol-4-yl)-7-(1H-pyrazol-4-yl)imidazo[2,1-f][1,2,4]triazin-4(3H)-one C(C)(C)N1C(=NN2C(C1=O)=NC=C2C=2C=NNC2)C=2C=NN(C2)C(C)C2=CC=CC=C2